CS(=O)(=O)[O-].C[N+]1=C(C=CC=C1)CC 1-Methyl-2-ethylpyridinium methanesulfonate